Cl.Cl.Cl.N[C@@H](C(=O)N[C@@H](C(=O)N)CC(C)C)CC1=CC=CC=C1 (R)-2-((R)-2-amino-3-phenylpropionamido)-4-methylpentanamide trihydrochloride